O=C1NC2=C(N1)C=CC(=C2)NC(=O)N2CCC1=CC=CC=C21 N-(2-oxo-2,3-dihydro-1H-benzo[d]imidazol-5-yl)indoline-1-carboxamide